tert-butyl 4-[(1,1,2,2,3,3,4,4,4-nonafluorobutane-1-sulfonyl) oxy]-3,6-dihydropyridine-1(2H)-carboxylate FC(C(C(C(F)(F)F)(F)F)(F)F)(S(=O)(=O)OC=1CCN(CC1)C(=O)OC(C)(C)C)F